4-(diethylamino)-1-butylamine C(C)N(CCCCN)CC